NC=1CN(C(=C(N1)C1=CC=CC=C1)C=1C=C2C=NNC2=C(C1)Cl)CCN1CC(C1)O 3-amino-6-(7-chloro-1H-indazol-5-yl)-N-(2-(3-hydroxyazetidin-1-yl)ethyl)-5-phenylpyrazine